C(C)(C)(C)C=1C(=C(C=C(C1)C)N1N=C2C(=N1)C=CC(=C2)Cl)O 2-(3-t-butyl-2-hydroxy-5-METHYLPHENYL)-5-chloro-2H-benzotriazole